COC(=O)C1=CC=C(C=C1)[C@@H]1CN(C[C@@H](C1)NC(=O)C1=NC=CC=C1)C(=O)OC(C)(C)C tert-butyl (3R,5R)-3-(4-methoxycarbonylphenyl)-5-(pyridine-2-carbonylamino)piperidine-1-carboxylate